COC(=O)C1N(CCC(C1)C1=C(C(=CC=C1OC)Cl)Cl)C(=O)OC(C)(C)C 4-(2,3-dichloro-6-methoxyphenyl)piperidine-1,2-dicarboxylic acid 1-tert-butyl ester 2-methyl ester